10,12-pentacosadiynoic acid C(CCCCCCCCC#CC#CCCCCCCCCCCCC)(=O)O